CC1=C(N=NN1C1=C(C=CC=C1)C)C(=O)NC1=NC2=CC=C(C=C2C=C1)CN1CCCCC1 5-methyl-N-(6-(piperidin-1-ylmethyl)quinolin-2-yl)-1-(o-tolyl)-1H-1,2,3-triazole-4-carboxamide